C(C1=CC=CC=C1)OC(=O)N[C@H](C(=O)OC)CC1CC1 methyl (S)-2-(((benzyloxy) carbonyl) amino)-3-cyclopropylpropionate